FC=1C=NC(=C(C(=O)O)C1)N1N=CC=N1 5-fluoro-2-[1,2,3]triazol-2-yl-nicotinic acid